C[C@H]1CN(C[C@@H](N1)C)C1=C2C=CC(=NC2=C(C=C1)C(=O)NC=1C=C(C=2N(C1)C=C(N2)C)F)OCCOC 5-[(3S,5S)-3,5-dimethylpiperazin-1-yl]-N-{8-fluoro-2-methylimidazo[1,2-a]pyridin-6-yl}-2-(2-methoxyethoxy)quinoline-8-carboxamide